C(C)OC(=O)C1=NOC(=C1)C=1C=C2C(=CN(C2=CC1)C1CCC1)C#N 5-(N-cyclobutyl-3-cyanoindol-5-yl)isoxazole-3-carboxylic acid ethyl ester